ClC1=C(C=CC(=C1)OCC=1C(=NOC1C1CC1)C1=C(C=C(C=C1Cl)F)Cl)C1(CNC1)O 3-(2-chloro-4-((5-cyclopropyl-3-(2,6-dichloro-4-fluorophenyl)isoxazol-4-yl)methoxy)phenyl)azetidin-3-ol